[Si](C)(C)(C(C)(C)C)OC[C@@H]1N(S(OC1)=O)C(=O)OC(C)(C)C tert-butyl (4S)-4-(((tert-butyldimethylsilyl) oxy) methyl)-1,2,3-oxathiazolidine-3-carboxylate 2-oxide